4-fluoro-2,3,5-tri-oxo-benzoyl-β-L-ribofuranose FC1C(C(C(C(=O)[C@@]2(O)[C@@H](O)[C@@H](O)[C@@H](O2)CO)=CC1=O)=O)=O